1-N,12-N-bis(2-hydroxybenzoyl)dodecanedihydrazide OC1=C(C(=O)N(N)C(CCCCCCCCCCC(=O)N(N)C(C2=C(C=CC=C2)O)=O)=O)C=CC=C1